N=1C=NN2C(NC=CC21)=O [1,2,4]triazolo[1,5-c]pyrimidin-5(6H)-one